2-methyl-N-(4-(3-phenylisooxazolidin-2-yl)-5-(trifluoromethyl)pyrimidin-2-yl)-1,2,3,4-tetrahydroisoquinolin-7-amine CN1CC2=CC(=CC=C2CC1)NC1=NC=C(C(=N1)N1OCCC1C1=CC=CC=C1)C(F)(F)F